C(#N)C1=C(C=C(C2=C1N(C=N2)C)C2=C(C=C(C=C2)OC(F)(F)F)F)CNC(C=C)=O N-((7-cyano-4-(2-fluoro-4-(trifluoromethoxy)phenyl)-1-methyl-1H-benzo[d]imidazol-6-yl)methyl)acrylamide